FC=1C=C(CN2C3(CN(C3)C(=O)OC(C)(C)C)C(N(CC2=O)C2CCC(CC2)C)=O)C=CC1F tert-butyl 5-(3,4-difluorobenzyl)-8-((1r,4r)-4-methylcyclohexyl)-6,9-dioxo-2,5,8-triazaspiro[3.5]nonane-2-carboxylate